[5-[[[1-[(2,4-Dimethoxyphenyl)methylamino]isoquinolin-5-yl]amino]methyl]-2-oxabicyclo[3.1.1]heptan-1-yl]methanol COC1=C(C=CC(=C1)OC)CNC1=NC=CC2=C(C=CC=C12)NCC12CCOC(C1)(C2)CO